CC(C)(COP(=O)([O-])OP(=O)([O-])OC[C@@H]1[C@H]([C@H]([C@@H](O1)N2C=NC3=C(N=CN=C32)N)O)OP(=O)([O-])[O-])[C@H](C(=O)NCCC(=O)NCCSC(=O)CC[NH3+])O The molecule is an acyl-CoA oxoanion arising from deprotonation of phosphate and diphosphate functions as well as protonation of the amino group of beta-alanyl-CoA. It is a conjugate base of a beta-alanyl-CoA.